CN1N=C(C(=C1C)B1OC(C(O1)(C)C)(C)C)C 1,3,5-trimethyl-4-(4,4,5,5-tetramethyl-1,3,2-dioxaborolan-2-yl)pyrazole